5-fluoro-1-((3-oxoquinuclidin-2-yl)methyl)pyrimidine FC=1C=NCN(C1)CC1N2CCC(C1=O)CC2